10-(1-(4-aminobutyl)piperidin-4-yl)-4-chloro-7,7-dimethylindolo[1,2-a]quinazolin-5(7H)-one NCCCCN1CCC(CC1)C1=CC=C2C(C=3N(C=4C=CC=C(C4C(N3)=O)Cl)C2=C1)(C)C